O=C1N(C(C=C1)=O)CCCCCC(=O)N[C@H](C(=O)N[C@H](C(=O)NC1=CC=C(C=C1)CO)CCCNC(=O)N)C(C)C 6-(2,5-dioxo-2,5-dihydro-1H-pyrrol-1-yl)-N-((S)-1-(((S)-1-((4-(hydroxymethyl)phenyl)amino)-1-oxo-5-ureidopentan-2-yl)amino)-3-methyl-1-oxobutan-2-yl)hexanamide